5-methyl-2-(propan-2-yl)-cyclohexan-1-ol CC1CCC(C(C1)O)C(C)C